5-methyl-4-oxo-7-(3-pentanoylazetidin-1-yl)-1-(1,2,4-thiadiazol-5-yl)-1,4-dihydro-1,8-naphthyridine-3-carboxylic acid CC1=C2C(C(=CN(C2=NC(=C1)N1CC(C1)C(CCCC)=O)C1=NC=NS1)C(=O)O)=O